4-acryloyloxypropylstyrene C(C=C)(=O)OCCCC1=CC=C(C=C)C=C1